N-(6-(4-fluorophenyl)pyridazin-3-yl)-4-(2-methyl-6,7-dihydropyrazolo[1,5-a]pyrimidin-4(5H)-yl)-4-oxobutanamide FC1=CC=C(C=C1)C1=CC=C(N=N1)NC(CCC(=O)N1C=2N(CCC1)N=C(C2)C)=O